3-[3-(4-Fluoro-benzyl)-3H-imidazo[4,5-c]pyridin-2-yl]-N-((S)-1-p-tolyl-ethyl)-propionamide FC1=CC=C(CN2C(=NC3=C2C=NC=C3)CCC(=O)N[C@@H](C)C3=CC=C(C=C3)C)C=C1